di-n-butyl-triethylene glycol C(CCC)C(COCCOCCO)(CCCC)O